O1C(=CC2=C1C=CC=C2)C2=CC=C(C=C2)NC2=CC=C(C=C2)C=2OC1=C(C2)C=CC=C1 bis(4-(2-benzofuranyl)phenyl)amine